COC=1C=C(N(C1)C1=C(C=C(C=C1)C(=O)OC)[N+](=O)[O-])C(=O)OC methyl 4-methoxy-1-(4-(methoxy carbonyl)-2-nitrophenyl)-1H-pyrrole-2-carboxylate